tert-butyl N-[[4-[[4-[2-[3-(2,4-dioxohexahydropyrimidin-1-yl)-4-methyl-phenoxy]acetyl]piperazin-1-yl]methyl]phenyl]methyl]carbamate O=C1N(CCC(N1)=O)C=1C=C(OCC(=O)N2CCN(CC2)CC2=CC=C(C=C2)CNC(OC(C)(C)C)=O)C=CC1C